C1(C=2C(C(N1N[C@@H](CCC(=O)O)C(=O)O)=O)=CC=CC2)=O N-phthalimidoglutamic acid